5-propyl-2-(2,3',5',6-tetrafluoro-4'-((4-isothiocyanatophenyl)ethynyl)-[1,1'-biphenyl]-4-yl)tetrahydro-2H-pyran tert-butyl-4-(3-cyclopropyl-2-pyridyl)piperazine-1-carboxylate C(C)(C)(C)OC(=O)N1CCN(CC1)C1=NC=CC=C1C1CC1.C(CC)C1CCC(OC1)C1=CC(=C(C(=C1)F)C1=CC(=C(C(=C1)F)C#CC1=CC=C(C=C1)N=C=S)F)F